tert-Butyl (S)-3-((4-chloro-7-fluoropyrido[3,2-d]pyrimidin-6-yl)oxy)pyrrolidine-1-carboxylate ClC=1C2=C(N=CN1)C=C(C(=N2)O[C@@H]2CN(CC2)C(=O)OC(C)(C)C)F